C[C@H]1[C@@H]([C@H]([C@H]([C@@H](O1)O[C@H]2[C@@H](OC3=CC(=CC(=C3C2=O)O)O)C4=CC(=C(C=C4)O)O)O)O)O The molecule is a flavanone glycoside that is (-)-taxifolin substituted by a alpha-L-rhamnosyl moiety at position 3 via a glycosidic linkage. It is an alpha-L-rhamnoside, a member of 3'-hydroxyflavanones, a tetrahydroxyflavanone, a monosaccharide derivative, a flavanone glycoside and a member of 4'-hydroxyflavanones. It derives from a (-)-taxifolin. It is an enantiomer of an astilbin.